S1C2=C(C=C1C(=O)NCC(C(=O)N(CC)CC)(C)C)CCCCCC2 3-{4H,5H,6H,7H,8H,9H-Cycloocta[b]thiophen-2-ylformamido}-N,N-diethyl-2,2-dimethylpropanamide